tert-butyl (2-(2-(2-(4-chlorothieno[2,3-d]pyridazin-7-yl)-5-fluorophenoxy)ethoxy)ethyl)carbamate ClC1=C2C(=C(N=N1)C1=C(OCCOCCNC(OC(C)(C)C)=O)C=C(C=C1)F)SC=C2